(S)-N-(piperidin-2-ylmethyl)-4-(1H-pyrrolo[2,3-b]pyridin-4-yl)-3,4-dihydro-2H-1,4-thiazine-6-carboxamide hydrochloride Cl.N1[C@@H](CCCC1)CNC(=O)C1=CN(CCS1)C1=C2C(=NC=C1)NC=C2